C(CCCC=C)OC1CCCCC1 (hex-5-en-1-yloxy)cyclohexane